5,6-dihydro-1,5-naphthyridin-2-carbonitril N1=C(C=CC=2NCC=CC12)C#N